C(C)N1CCN(CC1)C1=CC=C(C=C1)C=1OC(=C(N1)CC1=CC=C(C=C1)OC1=CC=C(C=C1)F)C 2-(4-(4-ethylpiperazin-1-yl)phenyl)-4-(4-(4-fluorophenoxy)benzyl)-5-methyloxazole